3-((1s,3s)-1-(3-bromophenyl)-3-fluorocyclobutyl)-4-methyl-4H-1,2,4-triazole BrC=1C=C(C=CC1)C1(CC(C1)F)C1=NN=CN1C